(2E,4E)-3-methyl-5-((1S,2S)-2-methyl-2-(5,5,8,8-tetramethyl-5,6,7,8-tetrahydronaphthalen-2-yl)cyclopropyl)penta-2,4-dienoic acid calcium salt [Ca+2].C\C(=C/C(=O)[O-])\C=C\[C@H]1[C@](C1)(C1=CC=2C(CCC(C2C=C1)(C)C)(C)C)C.C\C(=C/C(=O)[O-])\C=C\[C@H]1[C@@](C1)(C)C1=CC=2C(CCC(C2C=C1)(C)C)(C)C